C(C)OCC1=NN2C(OC(C3=C2C=CC=C3)=N)=C1 2-(ethoxymethyl)-5H-benzo[d]pyrazolo[5,1-b][1,3]oxazin-5-imine